CC=1C(=NC(NC1)=O)/N=C\1/N(CCC1)C 5-methyl-4-(((E)-1-methylpyrrolidin-2-ylidene)amino)pyrimidin-2(1H)-one